N1(CCCCC1)CC1=NC2=CC=CC=C2C=C1 2-(piperidin-1-ylmethyl)quinoline